NC1CCC(CC1)NC1=NC2=C(C=C(C=C2C=N1)C1=CC=C(C=N1)NS(=O)(=O)C1=C(C=CC=C1)Cl)CC N-(6-(2-(((1r,4r)-4-aminocyclohexyl)amino)-8-ethylquinazolin-6-yl)pyridin-3-yl)-2-chlorobenzenesulfonamide